(3R)-3-amino-5-[(4-chlorophenyl)methyl]-7-(3-ethyl-1,2,4-oxadiazol-5-yl)-8-fluoro-1,1-dioxo-2,3-dihydro-1λ6,5-benzothiazepine-4-one N[C@H]1CS(C2=C(N(C1=O)CC1=CC=C(C=C1)Cl)C=C(C(=C2)F)C2=NC(=NO2)CC)(=O)=O